C(C)(SCC1CC2(C1)CC(C2)NC(=O)OC(C)(C)C)=O S-((6-((tertbutoxycarbonyl)amino)spiro[3.3]heptan-2-yl)methyl) ethanethioate